[Cu].NC1=CC=C(C=C1)C=1C2=CC=C(N2)C(=C2C=CC(C(=C3C=CC(=C(C=4C=CC1N4)C4=CC=C(C=C4)N)N3)C3=CC=C(C=C3)N)=N2)C2=CC=C(C=C2)N 5,10,15,20-tetrakis(4-aminophenyl)-porphyrin copper